FC1=C(C=CC=C1)NC(=O)C1C(NCC1C1=CC=C(C=C1)C(F)(F)F)=O N-(2-fluorophenyl)-2-oxo-4-[4-(trifluoromethyl)phenyl]pyrrolidine-3-carboxamide